OC1=C(C(=CC(=C1C(=O)N(C1=CC=CC=C1)C)CCCCC)O)C1C(CCC(=C1)C)C(=C)C 2,6-dihydroxy-N,5'-dimethyl-4-pentyl-N-phenyl-2'-(prop-1-en-2-yl)-1',2',3',4'-tetrahydro-[1,1'-biphenyl]-3-carboxamide